N1(CCCC1)C(=O)O.FC1(CCC(CC1)COC)F ((4,4-difluorocyclohexyl)methoxy)methane pyrrolidine-1-carboxylate